hydrogen phthalate C(C=1C(C(=O)[O-])=CC=CC1)(=O)O